Chlorocholin chlorid [Cl-].ClCC[N+](C)(C)C